2-bromo-1-(4-methoxy-3-nitrophenyl)-propan-1-one BrC(C(=O)C1=CC(=C(C=C1)OC)[N+](=O)[O-])C